N-(1-cyanocyclopropyl)-9-(5-(di-fluoromethyl)-1,3,4-thiadiazol-2-yl)-4-(1-(2-methoxy-2-methylpropanoyl)piperidin-4-yl)-9H-pyrimido[4,5-b]indole-7-sulfonamide C(#N)C1(CC1)NS(=O)(=O)C1=CC=C2C3=C(N(C2=C1)C=1SC(=NN1)C(F)F)N=CN=C3C3CCN(CC3)C(C(C)(C)OC)=O